(E)-2-(2-(2-(5-cyano-6-oxo-2-thioxo-1,2,3,6-tetrahydropyrimidin-4-yl)vinyl)-6-methoxyphenoxy)-N-hydroxyacetamide C(#N)C1=C(NC(NC1=O)=S)/C=C/C1=C(OCC(=O)NO)C(=CC=C1)OC